6-bromo-7-chloro-3-ethylimidazo[1,2-a]pyridine-2-carboxylic acid BrC=1C(=CC=2N(C1)C(=C(N2)C(=O)O)CC)Cl